(2-(Bis(4-methoxybenzyl)amino)-3-chloro-6-methylpyridin-4-yl)boronic acid COC1=CC=C(CN(C2=NC(=CC(=C2Cl)B(O)O)C)CC2=CC=C(C=C2)OC)C=C1